N1(C=CC2=CC=CC=C12)CCCC(=O)O 1H-INDOLE-1-BUTANOIC ACID